OCCN1C(=NCC1)CCCCCCCCCCCCCCCCCC 1-(2-hydroxyethyl)-2-octadecyl-4,5-dihydroimidazol